CC1=CC=C(C=C1)S(=O)(=O)N1C=C(C2=CC=CC=C12)C1CN(CC1)CCCC1=NN=CN1 1-(4-methylbenzenesulfonyl)-3-(1-(3-(4H-1,2,4-triazol-3-yl)propyl)pyrrolidin-3-yl)-1H-indole